6-((1-acetylpiperidin-4-yl)amino)-2-cyclohexylpyrimidine-4-carboxylic acid C(C)(=O)N1CCC(CC1)NC1=CC(=NC(=N1)C1CCCCC1)C(=O)O